2-Isothiocyanobenzonitrile N(=C=S)C1=C(C#N)C=CC=C1